C1=NC=CC2=CC(=CC=C12)NC1=NC2=C(C=CC=C2C=N1)OC1(CCCCC1)O [2-(isoquinolin-6-ylamino)quinazolin-8-yl]oxylcyclohexanol